C(CCCCCCCCC(=O)NC1=C2CN(C(C2=CC=C1)=O)C1C(N(C(CC1)=O)C(=O)OC(C)(C)C)=O)(=O)NC1=C2CN(C(C2=CC=C1)=O)C1C(N(C(CC1)=O)C(=O)OC(C)(C)C)=O Di-tert-butyl 3,3'-((decanedioylbis(azanediyl))bis(1-oxoisoindoline-4,2-diyl))bis(2,6-dioxopiperidine-1-carboxylate)